N-(4-([1,2,4]Triazolo[1,5-a]pyridin-7-yloxy)-2-methoxy-5-methylphenyl)-7-(2-chloroethoxy)-6-nitroquinazolin-4-amine N=1C=NN2C1C=C(C=C2)OC2=CC(=C(C=C2C)NC2=NC=NC1=CC(=C(C=C21)[N+](=O)[O-])OCCCl)OC